C1(CCCCC1)CC=1NC(=NN1)C(=O)NC1=NC=CC(=C1)C1=C(C=CC(=C1)OCCOCC)C(F)(F)F 5-(cyclohexylmethyl)-N-(4-(5-(2-ethoxyethoxy)-2-(trifluoromethyl)phenyl)pyridin-2-yl)-4H-1,2,4-triazole-3-carboxamide